FC=1C=C(C=CC1)C=1N=CN(C(C1)=O)C[C@@]1(CCN(CC12CCCC2)C(=O)N2[C@@H](CN(CC2)C(=O)OC(C)(C)C)C2=CC=CC=C2)O tert-butyl (R)-4-((S)-10-((4-(3-fluorophenyl)-6-oxopyrimidin-1(6H)-yl)methyl)-10-hydroxy-7-azaspiro[4.5]decane-7-carbonyl)-3-phenylpiperazine-1-carboxylate